(S)-((5-fluoro-2-(2-methoxy-7-methylquinoxalin-5-yl)-7-methyl-7,8-dihydrobenzofuro[5,4-d]thiazol-7-yl)methyl)carbamic acid methyl ester COC(NC[C@]1(OC2=C(C1)C1=C(N=C(S1)C1=C3N=CC(=NC3=CC(=C1)C)OC)C=C2F)C)=O